aniline-phosphoric acid P(O)(O)(O)=O.NC1=CC=CC=C1